ClC=1C=CC2=C(N=C(O2)N2CCN[C@@H](CC2)C)C1 (R)-5-Chloro-2-(5-methyl-[1,4]diazepan-1-yl)-benzoxazole